FC(OC1=CC=C(C=C1)C1=CC=C(C=C1)C(=O)O)(F)F 4'-(trifluoromethoxy)-[1,1'-biphenyl]-4-carboxylic acid